C(C)C(C(=O)O[C@H]1OC[C@H](C2=C1NC(C=1C=C(C(=CC21)F)F)=O)N(C(=O)C=2NC1=CC(=C(C=C1C2)F)F)C)CC (1S,4R)-1-(5,6-difluoro-N-methyl-1H-indole-2-carboxamido)-8,9-difluoro-6-oxo-1,4,5,6-tetrahydro-2H-pyrano[3,4-c]isoquinolin-4-yl 2-ethylbutanoate